C(=O)(O)OC(C=C)=O Carboxy-acrylate